CNS(=O)(=O)C1=CN=CS1 N-methylthiazole-5-sulfonamide